COC(=O)NC1=NC2=C(N1)C=C(C=C2)SC2=CC=C(C=C2)N2CCN(CC2)C(=O)OC(C)(C)C tert-butyl 4-(4-((2-((methoxycarbonyl) amino)-1H-benzo[d]imidazol-6-yl)thio)phenyl)piperazine-1-carboxylate